COC=1C(=NC(=NC1)N1CC(NCC1)C)NC=1C=C2C=NNC2=CC1 N-(5-methoxy-2-(3-methylpiperazin-1-yl)pyrimidin-4-yl)-1H-indazol-5-amine